4-(4,4,5,5-tetramethyl-1,3,2-dioxaborolan-2-yl)-[1,1'-biphenyl]-2-amine CC1(OB(OC1(C)C)C=1C=C(C(=CC1)C1=CC=CC=C1)N)C